N-[(4-methoxyphenyl)methyl]-7-methyl-1,4-dioxaspiro[4.5]decan-8-amine COC1=CC=C(C=C1)CNC1C(CC2(OCCO2)CC1)C